ClC1=C(C(=CC=C1)F)[C@@H]1COCCCN1C1=NC(=NC(=C1)C)N |r| (±)-4-(3-(2-Chloro-6-fluorophenyl)-1,4-oxazepan-4-yl)-6-methylpyrimidin-2-amine